3-Methoxy-5,6,7,8-tetrahydronaphthalene-2-sulfonamide COC=1C(=CC=2CCCCC2C1)S(=O)(=O)N